methyl (S)-2-(4-(6-((4-chloro-2-fluorobenzyl) oxy) pyridin-2-yl)-3-fluorophenoxy)-1-(oxetan-2-ylmethyl)-1H-benzo[d]imidazole-6-carboxylate ClC1=CC(=C(COC2=CC=CC(=N2)C2=C(C=C(OC3=NC4=C(N3C[C@H]3OCC3)C=C(C=C4)C(=O)OC)C=C2)F)C=C1)F